ClC1=C(OC2=CC=CC3=C2NC(=NS3(=O)=O)NCC3=C(C=C(C=C3)F)F)C=CC=C1 5-(2-chlorophenoxy)-3-((2,4-difluorobenzyl)amino)-4H-benzo[e][1,2,4]thiadiazine 1,1-dioxide